2-[2-[2-[2-[2-[2-[2-[[4-[[5-bromo-4-(2-carbamoyl-3-fluoro-anilino)pyrimidin-2-yl]amino]phenyl]sulfonylamino]ethoxy]ethoxy]ethoxy]ethoxy]ethoxy]ethoxy]ethyl 4-methylbenzenesulfonate CC1=CC=C(C=C1)S(=O)(=O)OCCOCCOCCOCCOCCOCCOCCNS(=O)(=O)C1=CC=C(C=C1)NC1=NC=C(C(=N1)NC1=C(C(=CC=C1)F)C(N)=O)Br